7-(methoxymethyloxy)-2-methyl-6-(4,4,5,5-tetramethyl-1,3,2-dioxaborolan-2-yl)chromen-4-one COCOC1=C(C=C2C(C=C(OC2=C1)C)=O)B1OC(C(O1)(C)C)(C)C